2-(Butylamino)-1-(2-fluorophenyl)ethan-1-ol C(CCC)NCC(O)C1=C(C=CC=C1)F